4-(2-(N-(2-cyanobenzyl)-2,3,4,5-tetrafluorophenylsulfonamido)-N-(3-cyclopropyl-5-isopropoxybenzyl)acetamido)-3-ethoxybenzoic acid C(#N)C1=C(CN(S(=O)(=O)C2=C(C(=C(C(=C2)F)F)F)F)CC(=O)N(CC2=CC(=CC(=C2)OC(C)C)C2CC2)C2=C(C=C(C(=O)O)C=C2)OCC)C=CC=C1